bis(2-methyl-4,7-diethylinden-1-yl)hafnium CC=1C(C2=C(C=CC(=C2C1)CC)CC)[Hf]C1C(=CC2=C(C=CC(=C12)CC)CC)C